BrC1=CC(=C(C=C1)Cl)F 4-Bromo-1-chloro-2-fluoro-benzene